C(OCC1=C2C=CN(C2=CC(=C1OC1=CC(=C(C=C1)F)C1=NC(=NN1C)C(C)(CC=C)C1=CC(=CC=C1)Br)F)S(=O)(=O)C1=CC=CC=C1)(OC1=CC=C(C=C1)[N+](=O)[O-])=O (5-(3-(3-(2-(3-Bromophenyl)pent-4-en-2-yl)-1-methyl-1H-1,2,4-triazol-5-yl)-4-fluorophenoxy)-6-fluoro-1-(phenylsulfonyl)-1H-indol-4-yl)methyl (4-nitrophenyl) carbonate